C[N+](C)(CCS(=O)(=O)[O-])CCCCCCCCCCCCCC 2-(N,N-dimethyltetradecylammonio)ethanesulfonate